C(#N)C(C(=O)O)=C alpha-cyanoacrylic acid